C1C(OC(=N1)C2=CC3=CC(=C(C=C3O2)N(CC(=O)[O-])CC(=O)[O-])OCCOC4=CC=CC=C4N(CC(=O)[O-])CC(=O)[O-])C(=O)[O-].[K+].[K+].[K+].[K+].[K+] The molecule is a member of 1,3-oxazoles and an organic potassium salt. It has a role as a fluorochrome. It contains a fura-2(5-).